4-Indol-1-yl-N-[2-methoxy-4-(methylsulfonimidoyl)phenyl]-pyrimidin-2-amine N1(C=CC2=CC=CC=C12)C1=NC(=NC=C1)NC1=C(C=C(C=C1)S(=O)(=N)C)OC